(S)-2-amino-3-fluoropropionic acid benzyl ester 2,2,2-trifluoroacetate FC(C(=O)O)(F)F.C(C1=CC=CC=C1)OC([C@@H](CF)N)=O